4,4,5,5-tetramethyl-2-(spiro[3.3]hept-1-en-2-yl)-1,3,2-dioxaborolane CC1(OB(OC1(C)C)C1=CC2(C1)CCC2)C